C1(CC1)C(=O)N1CCN(CC1)C(=O)C=1C=NC2=CC=C(C=C2C1N1CCC(CC1)CC#N)F 2-(1-(3-(4-(Cyclopropanecarbonyl)piperazine-1-carbonyl)-6-fluoroquinolin-4-yl)piperidin-4-yl)acetonitrile